COC=1C(=CC(=C(C1)N1CCN(CC1)C[C@H]1CNCC1)C=1C=NN(C1)C)[N+](=O)[O-] (R)-1-(5-methoxy-2-(1-methyl-1H-pyrazol-4-yl)-4-nitrophenyl)-4-(pyrrolidin-3-ylmethyl)piperazine